Cl.N1C=C(C2=CC=CC=C12)CCN(CC=C)CC N-(2-(1H-indol-3-yl)ethyl)-N-ethylprop-2-en-1-amine hydrochloride